3-(((1S,3S)-3-((3-Methyl-2-oxo-2H-[1,3'-bipyridin]-6'-yl)amino)cyclopentyl)amino)-N-(oxetan-3-yl)-1,2,4-triazine-6-carboxamide CC=1C(N(C=CC1)C=1C=NC(=CC1)N[C@@H]1C[C@H](CC1)NC=1N=NC(=CN1)C(=O)NC1COC1)=O